C=1(C(=CC=CC1)S(=O)(=O)N)C1=CC=CC=C1 BIPHENYL-SULFONAMIDE